5-(7-fluoro-2-(piperidin-4-yl)-2H-indazol-5-yl)-2-methyl-2H-pyrazolo[4,3-b]pyridine hydrochloride salt Cl.FC1=CC(=CC2=CN(N=C12)C1CCNCC1)C=1C=CC=2C(N1)=CN(N2)C